OC(CC(=O)OCC(O)COOC(C)=O)CCCCC(CCCCCCCCCCCCCC)O 1-(3,8-dihydroxybehenoyl)3-acetoxyglycerol